FC(C(C(F)(F)F)=C1CC=C(C=C1)NC1=CC=CC=C1)(F)F mono(hexafluoroisopropylidene)diphenylamine